3-fluoro-4-(4-{[2-(3-methoxy-1-methyl-1H-pyrazol-4-yl)pyrrolidin-1-yl]methyl}phenoxy)benzamide FC=1C=C(C(=O)N)C=CC1OC1=CC=C(C=C1)CN1C(CCC1)C=1C(=NN(C1)C)OC